tert-butyl 3-((4-(4-((3-fluoro-1H-indazol-5-yl)(2,2,6,6-tetramethyltetrahydro-4H-pyran-4-ylmethylene)methyl)phenyl)piperazin-1-yl)methyl)azetidine-1-carboxylate FC1=NNC2=CC=C(C=C12)C(C1=CC=C(C=C1)N1CCN(CC1)CC1CN(C1)C(=O)OC(C)(C)C)=CC1CC(OC(C1)(C)C)(C)C